C(C1=CC=CC=C1)OCN1C(N([C@H]2[C@H](OC)[C@H](O[Si](C)(C)C(C)(C)C)[C@@H](CO)O2)C=CC1=O)=O 3-benzyloxymethyl-2'-O-methyl-3'-O-tert-butyldimethylsilyluridine